BrC1=CC(N(C=C1C1=CC(=CC=C1)OCCOC)C)=O 4-bromo-5-(3-(2-methoxyethoxy)phenyl)-1-methylpyridin-2(1H)-one